N-(6-(5-chloro-6-fluoro-7-(2,2,2-trifluoro-1-methoxyethyl)-1H-indazol-4-yl)imidazo[1,2-a]pyridin-2-yl)-2-fluorocyclopropane-1-carboxamide ClC=1C(=C2C=NNC2=C(C1F)C(C(F)(F)F)OC)C=1C=CC=2N(C1)C=C(N2)NC(=O)C2C(C2)F